2-(dimethylamino)-4-(1,3,5-trimethyl-1H-pyrazol-4-yl)-5H-naphtho[1,2-d]imidazol-5-one CN(C1=NC=2C(=N1)C1=CC=CC=C1C(C2C=2C(=NN(C2C)C)C)=O)C